O1C=CC2=C1C=CC(=C2)C2(CC(C(N2)=O)(F)F)OCC 5-(benzofuran-5-yl)-5-ethoxy-3,3-difluoropyrrolidin-2-one